2-(5-Methyl-1,3,4-oxadiazol-2-yl)-1-[3-(4,4,4-trifluorobutoxy)phenyl]ethanol CC1=NN=C(O1)CC(O)C1=CC(=CC=C1)OCCCC(F)(F)F